COC=1C=C2C(=NC(=NC2=CC1OC)C)NC(C)C1=CC(=CS1)B(O)O (5-{1-[(6,7-dimethoxy-2-methylquinazolin-4-yl)amino]ethyl}thiophen-3-yl)boronic Acid